C(C)(C)(C)C1=CC=C(OCC(C)O)C=C1 1-(4-tert-butylphenoxy)-2-propanol